NC1=NC=C(C=C1OC=1C=C(C=CC1)NC(C1=CC(=CC=C1)C1CC1)=O)Cl N-(3-((2-amino-5-chloropyridin-3-yl)oxy)phenyl)-3-cyclopropyl-benzamide